triazoleglycolic acid N1N=NC(=C1)C(C(=O)O)O